7-[2-chloro-6-([1,2,4]triazolo[1,5-a]pyridin-7-yl)phenyl]-3-(4-isoquinolyl)-1H-quinazoline-2,4-dione ClC1=C(C(=CC=C1)C1=CC=2N(C=C1)N=CN2)C2=CC=C1C(N(C(NC1=C2)=O)C2=CN=CC1=CC=CC=C21)=O